4-((2,5-dimethyl-4,5-dihydro-2H-[1,2,3]triazolo[4,5-c]quinolin-6-yl)amino)-N-(methyl-d3)nicotinamide CN1N=C2C(CN(C=3C(=CC=CC23)NC2=CC=NC=C2C(=O)NC([2H])([2H])[2H])C)=N1